C(C)(=O)[O-].[O-2].[O-2].[U+5] uranium dioxide acetate